(2-isobutyl-3-methoxyphenyl)methanesulfonamide C(C(C)C)C1=C(C=CC=C1OC)CS(=O)(=O)N